OC1=C(C=CC2=C1CCO2)C(=O)OC methyl 4-hydroxy-2,3-dihydro-1-benzofuran-5-carboxylate